FC1=CC=C(C(=O)N2[C@H](C=3N(CC2)C(=NC3N3CCCC3)C=3SC=C(N3)C(F)(F)F)C)C=C1 (S)-1-(7-(4-fluorobenzoyl)-8-methyl-3-(4-(Trifluoromethyl)thiazol-2-yl)-5,6,7,8-tetrahydroimidazo[1,5-a]pyrazin-1-yl)pyrrolidine